N[N] amino-nitrogen